ClC1=CC=C(CNC(=O)C2=NN(C=3C(N(CCC32)CC3(CC3)S(=O)(=O)C3(CC3)[C@H](CO)O)=O)C)C=C1 (S)-N-(4-Chlorobenzyl)-6-((1-((1-(1,2-dihydroxyethyl)cyclopropyl)sulfonyl)cyclopropyl)methyl)-1-methyl-7-oxo-4,5,6,7-tetrahydro-1H-pyrazolo[3,4-c]pyridine-3-carboxamide